N-[(4-tert-butyl-2,5-dioxoimidazolidin-4-yl)methyl]-4'-(trifluoromethyl)[biphenyl]-2-carboxamide C(C)(C)(C)C1(NC(NC1=O)=O)CNC(=O)C=1C(=CC=CC1)C1=CC=C(C=C1)C(F)(F)F